1-(3,4-dichlorophenyl)-3-(4-((3-(dimethylamino)propyl)amino)-6-methylpyrimidin-2-yl)urea dimethanesulfonic acid salt CS(=O)(=O)O.CS(=O)(=O)O.ClC=1C=C(C=CC1Cl)NC(=O)NC1=NC(=CC(=N1)NCCCN(C)C)C